bis-diphosphoinositol tetrakisphosphate [C@H]1([C@@H]([C@H]([C@@H]([C@H]([C@@H]1OP(=O)(O)O)OP(=O)(O)OP(=O)(O)O)OP(=O)(O)OP(=O)(O)O)OP(=O)(O)O)OP(=O)(O)O)OP(=O)(O)O